N1N=CC(=C1)C=1C=CC=2N(C1)C=C(N2)C(=O)N 6-(1H-pyrazol-4-yl)imidazo[1,2-a]pyridine-2-carboxamide